ClC=1C=C(C=C(C1)NS(=O)(=O)C)C1=C(SC=C1N1C(CCC1)=O)C(=O)N (3-chloro-5-(methylsulfonylamino)phenyl)-4-(2-oxopyrrolidin-1-yl)thiophene-2-carboxamide